2-[3-(3,3-dimethylbutoxy)phenyl]-1-(2-isopropyl-phenyl)ethanone CC(CCOC=1C=C(C=CC1)CC(=O)C1=C(C=CC=C1)C(C)C)(C)C